COC=1C=C(C=CC1OC)C1=CC=NC=2N1N=C(C2)C(=O)NC=2C=C(C(=O)O)C=CC2 3-(7-(3,4-dimethoxyphenyl)pyrazolo[1,5-a]pyrimidine-2-carboxamido)benzoic acid